C12N(CC(NC1)C2)C2=C1CN(C(C1=C(C(=C2)F)F)=O)C2C(NC(CC2)=O)=O 3-(4-(2,5-diazabicyclo[2.2.1]heptan-2-yl)-6,7-difluoro-1-oxoisoindolin-2-yl)piperidine-2,6-dione